2-butyl-1H-imidazolo[4,5-d]thiophene C(CCC)C1=NC2=C(C=CS2)N1